6-(2,4-dimethoxypyrimidin-5-yl)-8-[(1S,2S)-2-(2,3,5-trifluorophenyl)cyclopropyl]imidazo[1,2-b]pyridazine COC1=NC=C(C(=N1)OC)C=1C=C(C=2N(N1)C=CN2)[C@@H]2[C@H](C2)C2=C(C(=CC(=C2)F)F)F